BrC=1SC(=CN1)C1(OCCO1)C 2-bromo-5-(2-methyl-1,3-dioxolane-2-yl)thiazole